3-(7-[(2S,4Z)-2-(Hydroxymethyl)-4-(methoxyimino)pyrrolidine-1-carbonyl]-1,3-dihydro-2-benzofuran-4-yl)-2-methylbenzonitrile OC[C@H]1N(C\C(\C1)=N/OC)C(=O)C1=CC=C(C2=C1COC2)C=2C(=C(C#N)C=CC2)C